tert-butyl (2S)-4-((5-fluoro-6-(2-fluoro-6-methoxyphenyl)-2-((2-isopropyl-4-methylpyridin-3-yl)amino)pyridin-3-yl)amino)-2-methylpiperidine-1-carboxylate FC=1C=C(C(=NC1C1=C(C=CC=C1OC)F)NC=1C(=NC=CC1C)C(C)C)NC1C[C@@H](N(CC1)C(=O)OC(C)(C)C)C